[In].C(C=C)(=O)NC(C(C)C)S(=O)(=O)O acryloylamino-2,2-dimethylethanesulfonic acid Indium